FC(S(=O)(=O)C1=CC=CC=2OC3=C(C21)C=CC=C3)(F)F 1-((trifluoromethyl)sulfonyl)dibenzo[b,d]furan